1-(2-chloro-7-methylthieno[3,2-d]pyrimidin-4-yl)-N3-(5,7,8,9-tetrahydrospiro[cyclohepta[b]pyridine-6,2'-[1,3]dioxolane]-3-yl)-1H-1,2,4-triazole-3,5-diamine ClC=1N=C(C2=C(N1)C(=CS2)C)N2N=C(N=C2N)NC=2C=C1C(=NC2)CCCC2(OCCO2)C1